2-methyleneindoline C=C1NC2=CC=CC=C2C1